N-(5-bromopyrazin-2-yl)-6-ethoxy-2-methyl-2H-indazole-5-carboxamide BrC=1N=CC(=NC1)NC(=O)C1=CC2=CN(N=C2C=C1OCC)C